(1E,4E)-1,5-diphenylpenta-1,4-dien-3-one dipalladium [Pd].[Pd].C1(=CC=CC=C1)\C=C\C(\C=C\C1=CC=CC=C1)=O